C(C)(C)(C)NC(CN(C=1C2=C(N=C(N1)C1=NC=CC(=C1)OC1CN(C1)C)CCC2)C)=O N-tert-butyl-2-[methyl(2-{4-[(1-methylazetidin-3-yl)oxy]pyridin-2-yl}-5H,6H,7H-cyclopenta[d]pyrimidin-4-yl)amino]acetamide